(3R,4R,5S,6S)-3,4,5-tris(benzyloxy)-6-methyltetrahydro-2H-pyran-2-ol C(C1=CC=CC=C1)O[C@H]1C(O[C@H]([C@@H]([C@H]1OCC1=CC=CC=C1)OCC1=CC=CC=C1)C)O